(phthalimide) n-butyl-acetate C(CCC)OC(C)=O.C1(C=2C(C(N1)=O)=CC=CC2)=O